C[C@]1(C=C[C@@H](CC1)C(=C)C)O (1s,4r)-1-methyl-4-(prop-1-en-2-yl)cyclohex-2-enol